4-acetamido-N-(1-(2-hydroxyethyl)-3-phenyl-1H-pyrazol-5-yl)benzamide C(C)(=O)NC1=CC=C(C(=O)NC2=CC(=NN2CCO)C2=CC=CC=C2)C=C1